(1S,2S)-2-(1H-benzo[d]imidazol-2-yl)-N-(2-oxo-2-((4-(trifluoromethyl)phenyl)amino)ethyl)cyclopropane-1-carboxamide N1C(=NC2=C1C=CC=C2)[C@@H]2[C@H](C2)C(=O)NCC(NC2=CC=C(C=C2)C(F)(F)F)=O